5-((2-aminophenyl)amino)-1-methyl-1,3-dihydro-2H-benzo[d]imidazol-2-one NC1=C(C=CC=C1)NC1=CC2=C(N(C(N2)=O)C)C=C1